O=C(C=CC(=O)O)NCCC[Si](OCC)(OCC)OCC 4-oxo-4-[[3-(triethoxysilyl)propyl]amino]-2-butenoic acid